Benzotriazolate N1N=NC2=C1C=CC=C2C(=O)[O-]